C(C)N1C(=NC=2C1=NC(=CC2)C=2C=CN1N=C(N=CC12)NC1CCOCC1)C 5-(3-ethyl-2-methyl-3H-imidazo[4,5-b]pyridin-5-yl)-N-(tetrahydro-2H-pyran-4-yl)pyrrolo[2,1-f][1,2,4]triazin-2-amine